CCC(CCCCC)(O)O octane-3,3-diol